FC(C=1C=C(C=CC1)[C@H](C)NC(=O)C=1C=NC2=C(N=C(C=C2C1N1CCN[C@H](CC1)C)C)C1CC1)(F)F N-{(S)-1-[m-(trifluoromethyl)phenyl]ethyl}-4-[(S)-5-methyl-1,4-diazepan-1-yl]-8-cyclopropyl-6-methyl-1,7-diaza-3-naphthamide